C1=CC=C(C(=C1)C(=O)O)C(F)(F)F (TRIFLUOROMETHYL)BENZOIC ACID